(3R,5S)-5-(trifluoromethyl)piperidine FC([C@H]1CCCNC1)(F)F